[N+](=O)([O-])C=1C(=NC(=CC1)C1=CC=CC=C1)NC1=CC=C(C=C1)CN1CCC(CC1)NC([O-])=O [1-[[4-[(3-nitro-6-phenyl-2-pyridyl)amino]phenyl]methyl]-4-piperidyl]carbamate